O1C(CCCC1)N1N=C(C=C1)C(=O)OC methyl 1-(tetrahydro-2H-pyran-2-yl)-1H-pyrazole-3-carboxylate